4-oxopentanoic acid isopropyl ester C(C)(C)OC(CCC(C)=O)=O